FC1(C[C@]2(CC1)C[C@H](N(CC2)C(=O)OC(C)(C)C)C2=CC=C(C=C2)C(=O)OC)F tert-butyl (5S,7S)-2,2-difluoro-7-(4-(methoxycarbonyl)phenyl)-8-azaspiro[4.5]decane-8-carboxylate